N-((2R,3S)-2-((((CIS)-4-phenylcyclohexyl)oxy)methyl)-1-(1H-pyrazol-4-yl)pyrrolidin-3-yl)methanesulfonamide C1(=CC=CC=C1)[C@H]1CC[C@H](CC1)OC[C@@H]1N(CC[C@@H]1NS(=O)(=O)C)C=1C=NNC1